C(#N)C(C(=O)NCCCCCCCCOC1=C(C=CC(=C1)OCC(CCCC)CC)C1=NC(=NC(=N1)C1=C(C=C(C=C1)OCC(CCCC)CC)O)C1=CC=C(C=C1)OC)=C(C1=CC=CC=C1)C1=CC=CC=C1 2-cyano-N-(8-(5-((2-ethylhexyl)oxy)-2-(4-(4-((2-ethylhexyl)oxy)-2-hydroxyphenyl)-6-(4-methoxyphenyl)-1,3,5-triazin-2-yl)phenoxy)octyl)-3,3-diphenylacrylamide